O1N=CC(=C1)S(=O)(=O)Cl 1,2-oxazole-4-sulfonyl chloride